2'-Carboxymethoxy-4,4',6'-trimethoxychalcone C(=O)(O)COC1=C(C(/C=C/C2=CC=C(C=C2)OC)=O)C(=CC(=C1)OC)OC